para-methyl-acetophenone CC1=CC=C(C=C1)C(C)=O